2,6-difluoronicotinamide FC1=C(C(=O)N)C=CC(=N1)F